2-[1-(4-cyano-3,6-dimethyl-2-tetrahydropyran-4-yl-8-quinolyl)ethylamino]benzoic acid C(#N)C1=C(C(=NC2=C(C=C(C=C12)C)C(C)NC1=C(C(=O)O)C=CC=C1)C1CCOCC1)C